1-(pyridin-3-ylmethyl)pyrrolidine-3-carboxylic acid hydrazide N1=CC(=CC=C1)CN1CC(CC1)C(=O)NN